C(C1=CC=CC=C1)NC(N(C1CCC(CC1)NC1=NC2=CC=CC=C2C=N1)C=1C=C(C=CC1)NC(CCCCCCCNC1=C2C(N(C(C2=CC=C1)=O)C1C(NC(CC1)=O)=O)=O)=O)=O N-(3-(3-benzyl-1-((1r,4r)-4-(quinazolin-2-ylamino)cyclohexyl)ureido)phenyl)-8-((2-(2,6-dioxopiperidin-3-yl)-1,3-dioxoisoindole-4-yl)amino)octanamide